6-Chloro-2-((1r,4r)-4-(hydroxymethyl)cyclohexyl)-5-nitroisoindolin-1-one ClC1=C(C=C2CN(C(C2=C1)=O)C1CCC(CC1)CO)[N+](=O)[O-]